NCCCCC(=O)NCCOCCC(=O)OC(C)(C)C tert-Butyl 3-(2-(5-aminopentanamido)ethoxy)propanoate